FC1=C(C(=C(C(=C1C1=CC=C(C=C1)C1=CC=C(C=C1)OC(F)(F)F)F)F)N=C=S)F 1,2,4,5-tetrafluoro-3-isothiocyanato-6-[4-[4-(trifluoromethoxy)phenyl]phenyl]benzene